O[B-]1(C2CC2C2=CC=C(C(=C2O1)C(=O)O)OC1CN(C1)C([C@H]1NCC(C1)O)=O)O 5,5-dihydroxy-9-{1-[4-hydroxy-prolyl]azetidin-3-yl}oxy-6-oxa-5-boranuidatricyclo[5.4.0.02,4]undeca-1(11),7,9-triene-8-carboxylic acid